(3S)-9-chloro-10-(2-fluoro-6-hydroxyphenyl)-3-(hydroxymethyl)-7-((S)-2-methylpiperazin-1-yl)-2H-[1,4]oxazino[2,3,4-ij]quinazolin-5(3H)-one ClC=1C=C2C(=NC(N3C2=C(C1C1=C(C=CC=C1O)F)OC[C@@H]3CO)=O)N3[C@H](CNCC3)C